4-(4-(1-(2-(2,6-dioxopiperidin-3-yl)-1,3-dioxoisoindolin-4-yl)piperidin-4-yl)butanamido)-N-(2-(((S)-2-methylpyrrolidin-1-yl)methyl)-1H-benzo[d]imidazol-5-yl)benzamide O=C1NC(CCC1N1C(C2=CC=CC(=C2C1=O)N1CCC(CC1)CCCC(=O)NC1=CC=C(C(=O)NC2=CC3=C(NC(=N3)CN3[C@H](CCC3)C)C=C2)C=C1)=O)=O